C(C)(=O)OCCCCCCCC=CC=CC dodeca-8,10-dien-1-yl acetate